CC1=NOC(=C1)C(=O)Cl 3-methylisoxazole-5-carbonyl chloride